2-(1-(3-chlorophenyl)cyclopropyl)acetonitrile ClC=1C=C(C=CC1)C1(CC1)CC#N